CN(CC(=O)NC1=CC=C(C=C1)NC=1N=CC2=C(N1)CN(CC2)C2=C(C1=C(OCCN1C(=O)OC(C)(C)C)N=C2)C)C tert-butyl 7-[2-({4-[2-(dimethylamino)acetamido]phenyl}amino)-5H,6H,7H,8H-pyrido[3,4-d]pyrimidin-7-yl]-8-methyl-1H,2H,3H-pyrido[2,3-b][1,4]oxazine-1-carboxylate